BrC=1C=CC(=C(C(=O)OC)C1)CBr methyl 5-bromo-2-(bromomethyl)-benzoate